2-bromo-N-(3-chloro-2-fluorobenzyl)acetamide BrCC(=O)NCC1=C(C(=CC=C1)Cl)F